tert-butyl (5-chloro-3-(difluoromethyl)thieno[3,2-b]pyridin-7-yl)(thiophen-2-ylmethyl)carbamate ClC1=CC(=C2C(=N1)C(=CS2)C(F)F)N(C(OC(C)(C)C)=O)CC=2SC=CC2